4-Amino-1-[4-[4-[6-chloro-4-[difluoro(tetrahydropyran-3-yl)methyl]-2-pyridyl]piperazin-1-yl]sulfonylphenyl]pyrrolidin-2-one NC1CC(N(C1)C1=CC=C(C=C1)S(=O)(=O)N1CCN(CC1)C1=NC(=CC(=C1)C(C1COCCC1)(F)F)Cl)=O